C(C)C(COC(C=1C(C(=O)O)=CC=CC1C1C(CNCC1)(C)C)=O)CCCC 3,3-dimethylpiperidin-4-Phthalic acid (2-ethylhexyl) ester